4-(N,N-dimethyl)aminobutanol CN(C)CCCCO